C[C@]12CC3(CC(C[C@@](C1)(C3)C)C2)NC(NC2=CC=C(C(=O)NCCCCCCCC(=O)NO)C=C2)=O 4-(3-((1r,3R,5S,7r)-3,5-dimethyladamantan-1-yl)ureido)-N-(8-(hydroxyamino)-8-oxooctyl)benzamide